3-(m-diphenylphosphinophenyl)-1,10-phenanthroline C1(=CC=CC=C1)P(C=1C=C(C=CC1)C=1C=NC2=C3N=CC=CC3=CC=C2C1)C1=CC=CC=C1